NC1=CC2=C(C=C(C=C2C=C1)S(=O)(=O)O)O 2-amino-8-Hydroxy-naphthalen-6-sulfonic acid